C12=CC(=CC=C1)COC2 M-xylylene ether